C(C=C)(=O)[O-].C(C=C)(=O)[O-].C(C=C)(=O)[O-].C(C)(C)[Ti+3] isopropyl-titanium triacrylate